(S)-N-(2-aminoethyl)-2-(4-(4-chlorophenyl)-2,3,9-trimethyl-6H-thieno[3,2-f][1,2,4]triazolo[4,3-a][1,4]diazepin-6-yl)acetamide TFA salt OC(=O)C(F)(F)F.NCCNC(C[C@H]1C=2N(C3=C(C(=N1)C1=CC=C(C=C1)Cl)C(=C(S3)C)C)C(=NN2)C)=O